(1-(5-cyclopropylpyrazin-2-yl)ethyl)-4-(propan-1-yn-1-yl)-1H-indazole-7-carboxylic acid methyl ester COC(=O)C=1C=CC(=C2C=NN(C12)C(C)C1=NC=C(N=C1)C1CC1)C#CC